(6-(2-(((1-methylcyclopropyl)methyl)amino)pyrrolo[2,1-f][1,2,4]triazin-5-yl)imidazo[1,2-a]pyridin-3-yl)(pyrrolidin-1-yl)methanone CC1(CC1)CNC1=NN2C(C=N1)=C(C=C2)C=2C=CC=1N(C2)C(=CN1)C(=O)N1CCCC1